ClC1=NC=C(C=C1C1=C2CCN(C(C2=CC(=C1)CN1C(=NC=C1)NC)=O)CC1=CC(=C(C=C1)F)OC(F)F)CO 5-(2-chloro-5-(hydroxymethyl)pyridin-3-yl)-2-(3-(difluoromethoxy)-4-fluorobenzyl)-7-((2-(methylamino)-1H-imidazol-1-yl)methyl)-3,4-dihydroisoquinolin-1(2H)-one